NC=1C(NC(NC1)=S)=O 5-amino-2-thiouracil